OCCNC(O[C@@H]1CC[C@H](CC1)C(N(C[C@@H]1CC[C@H](CC1)C1=NC(=C(C=C1)OC)C)C1=CC(=CC=C1)C1=CN=C(S1)C(C)C)=O)=O trans-4-((3-(2-Isopropylthiazol-5-yl)phenyl)((trans-4-(5-methoxy-6-methylpyridin-2-yl)cyclohexyl)methyl)carbamoyl)cyclohexyl (2-hydroxyethyl)carbamate